tricatechol phosphate P(=O)(O)(O)O.C=1(O)C(O)=CC=CC1.C=1(O)C(O)=CC=CC1.C=1(O)C(O)=CC=CC1